4-(aminomethyl)-1-oxo-2H-phthalazin NCC1=NNC(C2=CC=CC=C12)=O